4-((3-((tert-butyldimethylsilyl)oxy)bicyclo[4.1.0]heptan-1-yl)oxy)-6-chloropyrazolo[1,5-a]pyrazine [Si](C)(C)(C(C)(C)C)OC1CC2(CC2CC1)OC=1C=2N(C=C(N1)Cl)N=CC2